N1=C2C(=NC(C1)=O)C=NC=C2 Pyrido[3,4-b]Pyrazin-3-one